5-hydroxyimino-1,3-dimethylpyrimidine-2,4,6(1H,3H,5H)-trione ON=C1C(N(C(N(C1=O)C)=O)C)=O